nitrogen Acetyl bromide C(C)(=O)Br.[N]